ethan-1-one acetate C(C)(=O)O.C(C)=O